(1,4-dimethyl-1H-pyrazol-3-yl)methanol CN1N=C(C(=C1)C)CO